ClCCCCCCOCCOCCOCCOCCOCCNC(CCC(=O)N1CCC(CC1)C1=NN(C=2C=CC=C(C12)C1=C(C=C2C=NN(C2=C1)C)F)CC(=O)NCC(=O)NCC(=O)OC)=O methyl (2-(3-(1-(26-chloro-4-oxo-8,11,14,17,20-pentaoxa-5-azahexacosanoyl)piperidin-4-yl)-5'-fluoro-1'-methyl-1H,1'H-[4,6'-biindazol]-1-yl)acetyl)glycylglycinate